C(#N)C=1C=C(C=CC1)NC(C1=CC=C(C=C1)S(NC1=CC=C(C=C1)OCC)(=O)=O)=O N-(3-cyanophenyl)-4-(N-(4-ethoxyphenyl)sulfamoyl)benzamide